methyl 2-(5-bromopyrimidin-2-yl)-2-azaspiro[3.3]heptane-6-carboxylate BrC=1C=NC(=NC1)N1CC2(C1)CC(C2)C(=O)OC